(4-chlorophenyl)-1-(4,5-dihydro-pyrazol-3-yl)prop-2-en-1-one ClC1=CC=C(C=C1)C(C(=O)C1=NNCC1)=C